8-(1,3-Dimethylpyrazol-4-yl)-1-[3-fluoro-5-(trideuterio-methoxy)-4-pyridyl]-7-methoxy-3-methyl-imidazo-[4,5-c]quinolin-2-one CN1N=C(C(=C1)C1=CC=2C3=C(C=NC2C=C1OC)N(C(N3C3=C(C=NC=C3OC([2H])([2H])[2H])F)=O)C)C